FC1=C(C=C(C=C1)NC(=O)C=1N(C=C2C1SC[C@H]1[C@@H](NS2(=O)=O)CN(C1)C(C(=O)NC)=O)C)C (3aR,10aR)-N-(4-fluoro-3-methylphenyl)-7-methyl-2-(2-(methylamino)-2-oxoacetyl)-2,3,3a,4,10,10a-hexahydro-1H,7H-dipyrrolo[3,4-c:3',4'-g][1,6,2]dithiazocine-8-carboxamide 5,5-dioxide